N-tert-butyl-8-(5-carbamoyl-3-pyridyl)-1-(3,5-dichlorophenyl)-7-methoxy-N-methyl-4,5-dihydrobenzo[g]indazole-3-carboxamide C(C)(C)(C)N(C(=O)C1=NN(C=2C3=C(CCC12)C=C(C(=C3)C=3C=NC=C(C3)C(N)=O)OC)C3=CC(=CC(=C3)Cl)Cl)C